C1(CC1)[C@H](C(C)(C)O)N1CC2=CC=CC(=C2C1=O)NC(C1=C(C(=CC=C1OC)F)F)=O (R)-N-(2-(1-cyclopropyl-2-hydroxy-2-methylpropyl)-3-oxoisoindolin-4-yl)-2,3-difluoro-6-methoxybenzamide